2,6-dichloro-4-trifluoromethylanilinediazonium ClC1=C(N[N+]#N)C(=CC(=C1)C(F)(F)F)Cl